C1C(CC12CNCC2)N2N=CC(=C2)C2=C1C(=NN(C1=CC=C2)C2C(NC(CC2)=O)=O)C 3-(4-(1-(6-azaspiro[3.4]octan-2-yl)-1H-pyrazol-4-yl)-3-methyl-1H-Indazol-1-yl)piperidine-2,6-dione